tert-butyl 3-((3-chloro-5-((((2-(2,6-dioxopiperidin-3-yl)-3-oxoisoindolin-5-yl)methoxy)carbonyl)amino)-2-methylphenoxy)methyl)pyrrolidine-1-carboxylate ClC=1C(=C(OCC2CN(CC2)C(=O)OC(C)(C)C)C=C(C1)NC(=O)OCC=1C=C2C(N(CC2=CC1)C1C(NC(CC1)=O)=O)=O)C